methyl (2S,4R)-1-((9,9-difluoro-9H-fluorene-3-carbonyl)glycyl)-4-(ethylthio)pyrrolidine-2-carboxylate FC1(C2=CC=CC=C2C=2C=C(C=CC12)C(=O)NCC(=O)N1[C@@H](C[C@H](C1)SCC)C(=O)OC)F